NC1CC(C1)C(=O)N1CCN(CC1)C1=NC=C(C=N1)C(F)(F)F (3-Aminocyclobutyl)(4-(5-(trifluoromethyl)pyrimidin-2-yl)piperazin-1-yl)methanone